trans-4-((4-(2-Iso-propyloxazol-4-yl)-pyridine-2-yl)((trans-4-(5-methoxy-6-methylpyridin-2-yl)-cyclohexyl)methyl)-carbamoyl)cyclohexyl 3-(hydroxymethyl)-azetidine-1-carboxylate OCC1CN(C1)C(=O)O[C@@H]1CC[C@H](CC1)C(N(C[C@@H]1CC[C@H](CC1)C1=NC(=C(C=C1)OC)C)C1=NC=CC(=C1)C=1N=C(OC1)C(C)C)=O